CN(C(CCCCC)CCCCCCCCC\C=C/C\C=C/CCCCC)C (16Z,19Z)-N,N-dimethylpentacosan-16,19-dien-6-amine